Tert-butyl (3-((3-aminopropyl)(methyl)amino)propyl)carbamate NCCCN(CCCNC(OC(C)(C)C)=O)C